C(C)OC(=O)C1CC12CCN(CC2)C2=C(C=C(C=C2F)[N+](=O)[O-])F 6-(2,6-difluoro-4-nitro-phenyl)-6-azaspiro[2.5]Octane-2-carboxylic acid ethyl ester